C(CCCCCCC)NCCCCCCCC din-octylamine